COCCN1N=CC=C1C 1-(2-methoxyethyl)-5-methyl-1H-pyrazol